2-(4-(4-bromophenyl)piperazin-1-yl)benzo[d]thiazole-6-carbonitrile BrC1=CC=C(C=C1)N1CCN(CC1)C=1SC2=C(N1)C=CC(=C2)C#N